6'-Bromospiro[cyclobutane-1,3'-indol]-2'-amine BrC1=CC=C2C3(C(=NC2=C1)N)CCC3